FC=1C=C(C=NC1)C1=C(NC=2C3=C(CCC12)C=CC=C3)C(=O)OC methyl 3-(5-fluoropyridin-3-yl)-4,5-dihydro-1H-benzo[g]indole-2-carboxylate